OC1=C(C=C(\C=C/2\C(NC(N(C2=O)C2=CC=C(C=C2)OC)=O)=O)C=C1)OC (Z)-5-(4-Hydroxy-3-methoxybenzylidene)-1-(4-methoxyphenyl)pyrimidine-2,4,6(1H,3H,5H)-trione